(2S,4R)-1-[(2S)-2-(4-cyclopropyltriazol-1-yl)-3,3-dimethyl-butanoyl]-4-hydroxy-N-[(4-phenyl-1,2,4-triazol-3-yl)methyl]pyrrolidine-2-carboxamide C1(CC1)C=1N=NN(C1)[C@H](C(=O)N1[C@@H](C[C@H](C1)O)C(=O)NCC1=NN=CN1C1=CC=CC=C1)C(C)(C)C